((Benzyloxy)carbonyl)-D-methionine C(C1=CC=CC=C1)OC(=O)N[C@H](CCSC)C(=O)O